ClC=1C2=C(N=C(N1)OC1=CC=CC=C1)SC(=C2)C 4-chloro-6-methyl-2-phenoxythieno[2,3-d]pyrimidine